2-{6-azaspiro[2.5]oct-6-yl}-4-iodobenzoic acid C1CC12CCN(CC2)C2=C(C(=O)O)C=CC(=C2)I